O=S1(CCN(CC1)C1=CC=C2C(=C(C(N(C2=C1)C)=O)C#N)N1CC[C@@H](CCC1)C1=CC=CC=C1)=O |r| (Rac)-7-(1,1-dioxo-1λ6-thiomorpholin-4-yl)-1-methyl-2-oxo-4-[4-phenylazepan-1-yl]-1,2-dihydroquinoline-3-carbonitrile